(R)-1-(2,5-difluoropyridin-3-yl)ethyl (4-(5-(1-(aminomethyl)-2,2-difluorocyclopropane-1-carboxamido)pyridin-2-yl)-1-methyl-1H-1,2,3-triazol-5-yl)carbamate NCC1(C(C1)(F)F)C(=O)NC=1C=CC(=NC1)C=1N=NN(C1NC(O[C@H](C)C=1C(=NC=C(C1)F)F)=O)C